C(C1=CC=CC=C1)OC(=O)N1[C@H](CN(CC1)C=1C2=C(N=C(N1)Cl)CN(CC2)C(=O)OC(C)(C)C)CC#N Tert-Butyl (S)-4-(4-((benzyloxy)carbonyl)-3-(cyanomethyl)piperazin-1-yl)-2-chloro-5,8-dihydropyrido[3,4-d]pyrimidine-7(6H)-carboxylate